ON1C(CN(CC1)O)CCC N,N'-dihydroxypropylpiperazine